C(CCCC[C@@H]1SC[C@@H]2NC(=O)N[C@H]12)(=O)C(C(=O)O)(CCCC)N D-biotinyl-aminocaproic acid